OC1CC(C1)N(CCCCCCCC(=O)N(CCCCCCCCCC)CCCCCCCCCC)CCCCCCCC(=O)N(CCCCCCCCCC)CCCCCCCCCC 8,8'-(((1R,3R)-3-hydroxycyclobut-yl)azanediyl)bis-(N,N-didecyloctan-amide)